1-(1-(4-(propan-2-ylidene)cyclohexyl)piperidin-4-yl)-3-(pyrrolidin-1-ylmethyl)-1H-pyrrolo[2,3-b]pyridine CC(C)=C1CCC(CC1)N1CCC(CC1)N1C=C(C=2C1=NC=CC2)CN2CCCC2